C(C)(C)(C)OC(=O)N1C[C@H]([C@@H](C1)C)CO (3s,4s)-3-(hydroxymethyl)-4-methyl-pyrrolidine-1-carboxylic acid tert-butyl ester